methyl (S)-2-(2-(1H-pyrazol-1-yl)ethyl)-3-(2-((2-hydroxy-2-methylpropyl)(methyl)amino)-2-oxoethyl)-7-methyl-3,7,8,9-tetrahydro-6H-imidazo[4,5-f]quinoline-6-carboxylate N1(N=CC=C1)CCC=1N(C=2C(=C3CC[C@@H](N(C3=CC2)C(=O)OC)C)N1)CC(=O)N(C)CC(C)(C)O